CC=1N=NNC1C1[C@H]2CN(C[C@@H]12)C(=O)OC(C)(C)C tert-Butyl (1R,5S,6r)-6-(4-methyl-1H-1,2,3-triazol-5-yl)-3-azabicyclo[3.1.0]hexane-3-carboxylate